[Br-].ClC=1C=C(OCC[N+](CC)(CC)CCCCCCCCCCCC)C=CC1Cl [2-(3,4-dichlorophenoxy)-ethyl]dodecyl-diethyl-ammonium bromide